N1=NC=C2N1C=CC(=C2)C=2C(=C1CCCC1=CC2)NC(=O)NS(=O)(=O)C2=NN1C([C@H](OCC1)C1CC1)=C2 (R)-N-((5-([1,2,3]triazolo[1,5-a]pyridin-5-yl)-2,3-dihydro-1H-inden-4-yl)carbamoyl)-4-cyclopropyl-6,7-dihydro-4H-pyrazolo[5,1-c][1,4]oxazine-2-sulfonamide